ClC=1C=C(C(=NC1)C1CNCC1)F 5-chloro-3-fluoro-2-(pyrrolidin-3-yl)pyridine